ClC=1C=C(C=CC1Cl)CC(=O)N1C2C(N(CC1)CC(C)=O)COCC2N2CCCC2 1-[1-[2-(3,4-dichlorophenyl)acetyl]-8-pyrrolidin-1-yl-3,4a,5,7,8,8a-hexahydro-2H-pyrano[3,4-b]pyrazin-4-yl]propan-2-one